BrC1=CC=C(C2=C1N(N=N2)COCC[Si](C)(C)C)B(O)O 7-bromo-1-[[2-(trimethylsilyl)ethoxy]methyl]-1,2,3-benzotriazol-4-ylboronic acid